(3,4-dihydroquinolin-1(2H)-yl)methanone N1(CCCC2=CC=CC=C12)C=O